IC1=C2CCN(CC2=CC(=C1)[N+](=O)[O-])C(=O)OC(C)(C)C Tert-butyl 5-iodo-7-nitro-3,4-dihydroisoquinoline-2(1H)-carboxylate